(1R,3S,5S)-N-[(3R,6S)-1-ethyl-6-(trifluoromethyl)piperidin-3-yl]-8-[5-(5-fluoro-2-methoxypyridin-4-yl)-1H-pyrazole-3-carbonyl]-8-azabicyclo[3.2.1]octane-3-carboxamide C(C)N1C[C@@H](CC[C@H]1C(F)(F)F)NC(=O)C1C[C@H]2CC[C@@H](C1)N2C(=O)C2=NNC(=C2)C2=CC(=NC=C2F)OC